Tert-Butyl 3-(3-(4-bromophenyl)-2-oxoimidazolidin-1-yl)-2,6-dioxopiperidine-1-carboxylate BrC1=CC=C(C=C1)N1C(N(CC1)C1C(N(C(CC1)=O)C(=O)OC(C)(C)C)=O)=O